COC1=NC=CC(=N1)C=1C(=C2C(=NC1)N(C=C2)COCC[Si](C)(C)C)N[C@H]2CN(CCC2)C(=O)OC(C)(C)C tert-butyl (R)-3-((5-(2-methoxypyrimidin-4-yl)-1-((2-(trimethylsilyl)ethoxy)methyl)-1H-pyrrolo[2,3-b]pyridin-4-yl)amino)piperidine-1-carboxylate